((2-(2-methyl-[1,1'-biphenyl]-3-yl)-6-(trifluoromethoxy)benzo[d]oxazol-5-yl)methyl)-L-proline CC1=C(C=CC=C1C=1OC2=C(N1)C=C(C(=C2)OC(F)(F)F)CN2[C@@H](CCC2)C(=O)O)C2=CC=CC=C2